histidyl-threonine N[C@@H](CC1=CNC=N1)C(=O)N[C@@H]([C@H](O)C)C(=O)O